FCC(=O)O 2-fluoroacetic acid